CC(=O)OC[C@@H]1[C@H]([C@@H]([C@H](C(O1)O)OC(=O)C)OC(=O)C)OC(=O)C 2,3,4,6-tetra-O-acetyl-D-glucopyranose